F[C@@H]1C[C@@]2(CCCN2C1)COC1=NC2=C(C(=CC=C2C(=N1)N1CC2C(C1)COC2)C2=CC(=CC1=CC=C(C(=C21)C#C)F)O)F 4-(2-{[(2r,7as)-2-fluoro-hexahydro-1H-pyrrolizin-7a-yl]methoxy}-8-fluoro-4-{hexahydro-1H-furo[3,4-c]pyrrol-5-yl}quinazolin-7-yl)-5-ethynyl-6-fluoronaphthalene-2-ol